2,3,4,5-tetrafluoro-6-nitrobenzoic acid FC1=C(C(=O)O)C(=C(C(=C1F)F)F)[N+](=O)[O-]